[K+].CCS(=O)(=O)[O-].CCS(=O)(=O)[O-].[K+] bis-2-ethanesulfonic acid, potassium salt